N[C@H]1CN(CC[C@H]1C)C1=NC2=C(N1CC1=CC=C(C#N)C=C1)C=CC=C2 4-((2-((3r,4r)-3-amino-4-methylpiperidin-1-yl)-1H-benzo[d]imidazol-1-yl)methyl)benzonitrile